5-ethylhexyl-4-ethylthiophene C(C)C(CCCCC=1SC=C(C1)CC)C